C(C)(C)OC=1C=C2CCC(C2=CC1OC)=O 5-isopropoxy-6-methoxy-1-indanon